(1-(2-cyanopyrimidin-4-yl)cyclohexyl)carbamate C(#N)C1=NC=CC(=N1)C1(CCCCC1)NC([O-])=O